(3-(4-(bis(2-chloroethyl)amino)phenyl)propyl)boronic acid ClCCN(C1=CC=C(C=C1)CCCB(O)O)CCCl